5-(4-amino-7-bromo-1-methylpyrrolo[3,2-c]pyridin-3-yl)-3-chloro-N-[(fluorocyclopropyl)methyl]pyridine-2-carboxamide NC1=NC=C(C2=C1C(=CN2C)C=2C=C(C(=NC2)C(=O)NCC2(CC2)F)Cl)Br